C(CCSSCCC(=O)O)(=O)O.C(CCP(C1=CC=CC=C1)(C1=CC=CC=C1)C1=CC=CC=C1)P(C1=CC=CC=C1)(C1=CC=CC=C1)C1=CC=CC=C1 propane-1,3-diylbis(triphenylphosphine) 3,3'-dithiodipropionate